8-tert-butyl 2-ethyl 2,8-diazaspiro[4.5]decane-2,8-dicarboxylate C1N(CCC12CCN(CC2)C(=O)OC(C)(C)C)C(=O)OCC